C12N(CC(C1)C2)CC2=CC(=C1CN(C(C1=C2)=O)C2=CC(=CC=C2)C2(COC2)[C@@H](C2=NN=CN2C)F)C(F)(F)F (S)-6-((2-azabicyclo[2.1.1]hexan-2-yl)methyl)-2-(3-(3-(fluoro(4-methyl-4H-1,2,4-triazol-3-yl)methyl)oxetan-3-yl)phenyl)-4-(trifluoromethyl)isoindolin-1-one